C(#N)C=1C(=NC(=C(C(=O)NCC(CCSCC)(CC)CC)C1)C)C1=CC=C(C=C1)C(F)(F)F 5-cyano-N-(2,2-diethyl-4-(ethylsulfanyl)butyl)-2-methyl-6-(4-(trifluoromethyl)phenyl)nicotinamide